3-{2-[(3,5-dimethylphenyl)amino]pyrimidin-4-yl}-1-methyl-N-[(2S)-3-methyl-1-(pyrrolidin-1-yl)butan-2-yl]-1H-pyrazole-5-carboxamide CC=1C=C(C=C(C1)C)NC1=NC=CC(=N1)C1=NN(C(=C1)C(=O)N[C@H](CN1CCCC1)C(C)C)C